O=C1NC(CCC1N1C(C2=CC=C(C=C2C1)OCCOCCN(C(OC(C)(C)C)=O)C1=CC2=C(N=C(S2)C2=CC=C(C=C2)C=2C=NC(=CC2)N(C)C)C=C1)=O)=O tert-butyl N-[2-[2-[[2-[2,6-bis(oxo)piperidin-3-yl]-1-oxo-3H-isoindol-5-yl]oxy]ethoxy]ethyl]-N-[2-[4-[6-(dimethylamino)pyridin-3-yl]-phenyl]-1,3-benzothiazol-6-yl]carbamate